(1S)-1-[(3R)-7-fluoro-1,2,3,4-tetrahydro-1,5-naphthyridin-3-yl]-1-phenylmethanamine hydrochloride Cl.FC1=CN=C2C[C@H](CNC2=C1)[C@H](N)C1=CC=CC=C1